CCCC(C)(CC(=O)N[C@@H](CCC(=O)N)C(=O)O)O The molecule is an N(2)-acyl-L-glutamine that has 3-hydroxy-3-methylhexanoyl as the N(2)-acyl group. It is a N(2)-acyl-L-glutamine, a primary carboxamide, a tertiary alcohol and a secondary carboxamide. It derives from a 3-hydroxy-3-methylhexanoic acid. It is a conjugate acid of a N(2)-(3-hydroxy-3-methylhexanoyl)-L-glutaminate.